N-((S)-2-((R)-7-(4-fluorophenyl)-3-methyl-3-(4H-1,2,4-triazol-4-yl)-2,3-dihydrofuro[2,3-c]pyridin-5-yl)-2-hydroxypropyl)-8-methoxyquinoline-6-carboxamide FC1=CC=C(C=C1)C=1N=C(C=C2C1OC[C@@]2(N2C=NN=C2)C)[C@@](CNC(=O)C=2C=C1C=CC=NC1=C(C2)OC)(C)O